N-(bicyclo[1.1.1]pent-1-yl)-2-methoxybenzamide C12(CC(C1)C2)NC(C2=C(C=CC=C2)OC)=O